ClC=1C=C(C=CC1C(=O)C1CC(C1)(F)F)NC1CN(C1)C1CCN(CC1)C([C@](C(F)(F)F)(C1=CC=CC=C1)O)=O (S)-1-(4-(3-((3-chloro-4-(3,3-difluorocyclobutanecarbonyl)phenyl)amino)azetidin-1-yl)piperidin-1-yl)-3,3,3-trifluoro-2-hydroxy-2-phenylpropan-1-one